diazaborole B1=NNC=C1